2-((2-(((tert-butoxycarbonyl)(2-(6-methoxy-3-nitropyridin-2-yl)ethyl)amino)-methyl)-3,4-difluorophenyl)amino)-5-chloro-4-(trifluoromethyl)benzoic acid C(C)(C)(C)OC(=O)N(CCC1=NC(=CC=C1[N+](=O)[O-])OC)CC1=C(C=CC(=C1F)F)NC1=C(C(=O)O)C=C(C(=C1)C(F)(F)F)Cl